C(C)N(S(=O)(=O)C1=CC=C(C=C1)S(=O)(=O)N1C[C@@H](CCC1)C(=O)N[C@H]1CNCC1)CC (R)-1-((4-(N,N-Diethylsulfamoyl)phenyl)sulfonyl)-N-((R)-pyrrolidin-3-yl)piperidine-3-carboxamide